3-(((R)-7-((2S,4R)-4-(Ethylamino)-2-phenylpiperidine-1-carbonyl)-7-azaspiro[4.5]decan-10-yl)methyl)-6-phenylpyrimidin-4(3H)-one C(C)N[C@H]1C[C@H](N(CC1)C(=O)N1CC2(CCCC2)[C@@H](CC1)CN1C=NC(=CC1=O)C1=CC=CC=C1)C1=CC=CC=C1